C(C)C=1C(=CC=C2C=C(C=C(C12)C1=C(C=C2C(=NC(=NC2=C1F)OC[C@]12CCCN2C[C@@H](C1)F)N1CCOC[C@](C1)(O)C)F)O)F (S)-4-((R)-7-(8-ethyl-7-fluoro-3-hydroxynaphthalen-1-yl)-6,8-difluoro-2-(((2R,7as)-2-fluoro-hexahydro-1H-pyrrolizin-7a-yl)methoxy)quinazolin-4-yl)-6-methyl-1,4-oxazepan-6-ol